(2R,5S)-5-[2-(4-chloro-3-fluoro-phenoxy)acetamido]-N-[5-methyl-1-(2,2,2-trifluoro-ethyl)-1H-pyrazol-4-yl]piperidine-2-carboxamide ClC1=C(C=C(OCC(=O)N[C@H]2CC[C@@H](NC2)C(=O)NC=2C=NN(C2C)CC(F)(F)F)C=C1)F